6-(4-methylphenyl)-3-oxo-2,3-dihydropyridazine-4-carboxylic acid CC1=CC=C(C=C1)C=1C=C(C(NN1)=O)C(=O)O